(2-hydroxy-4-chlorophenyl)glycine OC1=C(C=CC(=C1)Cl)NCC(=O)O